C(C1=CC=CC=C1)N(C1CCC(CC1)C1(CC1)O)CC1=CC=CC=C1 1-[(1r,4r)-4-(dibenzylamino)cyclohexyl]Cyclopropane-1-ol